2-chloro-5-phenyl-1,3,4-thiadiazole ClC=1SC(=NN1)C1=CC=CC=C1